Cl.FC(C1=CC=C(C=C1)C1=C2CCNCC2=CC=N1)(F)F 5-(4-(trifluoromethyl)phenyl)-1,2,3,4-tetrahydro-2,6-naphthyridine hydrochloride